(9-(6-methyl-2-(5-methylfuran-2-yl)quinoline-4-carbonyl)-3,9-diazaspiro[5.5]undec-3-yl)ethan-1-one CC=1C=C2C(=CC(=NC2=CC1)C=1OC(=CC1)C)C(=O)N1CCC2(CCN(CC2)C(C)=O)CC1